6-(2,5-dimethylimidazo[1,2-a]pyridin-6-yl)-2-(1-methylpiperidin-4-yl)quinazolin-4(3H)-one CC=1N=C2N(C(=C(C=C2)C=2C=C3C(NC(=NC3=CC2)C2CCN(CC2)C)=O)C)C1